C(#N)C1=CC(=C(COC2=CC=CC(=N2)C2=CC(=C(CC3=NC4=C(N3CCOC)C=C(C=C4)C(=O)O)C=C2)OC)C=C1)F (4-(6-((4-cyano-2-fluorobenzyl)oxy)pyridin-2-yl)-2-methoxybenzyl)-1-(2-methoxyethyl)-1H-benzo[d]Imidazole-6-carboxylic acid